C(#N)C1=C2CC(CN(C2=CC=C1)C1=CC=C(C=C1)C(F)(F)F)CNC(OC(C)(C)C)=O tert-butyl ((5-cyano-1-(4-(trifluoromethyl)phenyl)-1,2,3,4-tetrahydroquinolin-3-yl)methyl)-carbamate